didodecyl cyclohexane-1,2-dicarboxylate C1(C(CCCC1)C(=O)OCCCCCCCCCCCC)C(=O)OCCCCCCCCCCCC